N-cyclopropyl-5-(4-((8-methyl-6-oxo-7-(trifluoromethyl)-5,6-dihydro-1,5-naphthyridin-3-yl)methyl)piperazin-1-yl)pyridine C1(CC1)N1CC=CC(=C1)N1CCN(CC1)CC=1C=NC=2C(=C(C(NC2C1)=O)C(F)(F)F)C